2-(8-ethyl-2-methylimidazo[1,2-a]pyridin-6-yl)-7-(piperidin-4-yl)-4H-pyrido[1,2-a]pyrimidin C(C)C=1C=2N(C=C(C1)C=1N=C3N(CC1)C=C(C=C3)C3CCNCC3)C=C(N2)C